5-(4-((1-isopropyl-3-phenyl-1H-indazol-6-yl)methoxy)benzylidene)-2,2-dimethyl-1,3-dioxane-4,6-dione C(C)(C)N1N=C(C2=CC=C(C=C12)COC1=CC=C(C=C2C(OC(OC2=O)(C)C)=O)C=C1)C1=CC=CC=C1